2-[1-(3,3-dimethyl-1-cyclopenten-1-yl) ethoxy]-2-methylpropyl propiolate C(C#C)(=O)OCC(C)(C)OC(C)C1=CC(CC1)(C)C